5-(difluoromethoxy)-3-fluoropyridin-2-amine FC(OC=1C=C(C(=NC1)N)F)F